ClC1=C(C=C(C(=O)N2CCC(CC2)OCCCN2CCN(CC2)C(=O)C2CCC(CC2)C=2C=C3C=NC(=NC3=CC2OC)C)C=C1)N1C(NCCC1)=O 6-((1R,4R)-4-(4-(3-((1-(4-Chloro-3-(2-oxotetrahydropyrimidine-1(2H)-yl)benzoyl)piperidin-4-yl)oxy)propyl)piperazine-1-carbonyl)cyclohexyl)-7-methoxy-2-methylquinazoline